1-(2-(7H-pyrrolo[2,3-d]pyrimidine-4-carbonyl)-2-azaspiro[3.3]heptan-6-yl)-1-methyl-3-(3-(trifluoromethyl)phenyl)urea N1=CN=C(C2=C1NC=C2)C(=O)N2CC1(C2)CC(C1)N(C(=O)NC1=CC(=CC=C1)C(F)(F)F)C